FC1=C(C=C2C(=C(C=NC2=C1)C(=O)OCC)C(C)C)C1=NC(=NC=C1F)N[C@H]1[C@@H](COCC1)O ethyl 7-fluoro-6-(5-fluoro-2-(((3S,4R)-3-hydroxytetrahydro-2H-pyran-4-yl)amino)pyrimidin-4-yl)-4-isopropylquinoline-3-carboxylate